COC=1C=C(C=O)C(=CN1)OCC=1C=NC=CC1 2-methoxy-5-(pyridin-3-ylmethoxy)isonicotinaldehyde